ClCCN1CCC(CC1)(O)C 1-(2-chloroethyl)-4-methylpiperidin-4-ol